N(C1=CC=CC=C1)C(OCC(=O)O)C(=O)O anilinediglycolic acid